ClC=1N=C(C=2C(NC(=CC2C1F)C1COC1)=O)O[C@@H](C)[C@@H]1[C@@H]2CC[C@H](CN1)N2C(=O)OC(C)(C)C tert-butyl (1S,2S,5R)-2-[(1S)-1-[[3-chloro-4-fluoro-6-(oxetan-3-yl)-8-oxo-7H-2,7-naphthyridin-1-yl]oxy]ethyl]-3,8-diazabicyclo[3.2.1]octane-8-carboxylate